O=C1C2=C(N=C(N1)C=1C=CC(=C(C(=O)OC)C1)B1OC(C(O1)(C)C)(C)C)CCSC2 methyl 5-(4-oxo-4,5,7,8-tetrahydro-3H-thiopyrano[4,3-d]pyrimidin-2-yl)-2-(4,4,5,5-tetramethyl-1,3,2-dioxaborolan-2-yl)benzoate